Terazole hydrochloride Cl.N1C(=CC=C1)C1=NC=CC1=C1N=CC=C1